CN(CCOC1=C(C=C(C(=O)O[Li])C=C1)C)C lithio 4-[2-(dimethylamino)ethoxy]-3-methylbenzoate